azetidine-HCl Cl.N1CCC1